((2-(((cyclobutylmethyl)amino)methyl)-1H-indol-6-yl)methyl)-5-(pyrrolidin-1-yl)nicotinamide hydrochloride Cl.C1(CCC1)CNCC=1NC2=CC(=CC=C2C1)CC1=C(C(=O)N)C=C(C=N1)N1CCCC1